(R)-4-(1-(acetyl-d3)-4-acryloylpiperazin-2-yl)-6-chloro-6'-fluoro-N-(methyl-d3)-[2,4'-bipyridine]-2'-carboxamide C(C([2H])([2H])[2H])(=O)N1[C@@H](CN(CC1)C(C=C)=O)C1=CC(=NC(=C1)Cl)C1=CC(=NC(=C1)F)C(=O)NC([2H])([2H])[2H]